C(C)(C)(C)OC(=O)N(CCN1C=C(C(C=2C=C(C=NC12)B(O)O)=O)C(=O)OCC)C [8-[2-[tert-Butoxycarbonyl-(methyl)amino]ethyl]-6-ethoxycarbonyl-5-oxo-1,8-naphthyridin-3-yl]boronic acid